N1C=C(C2=CC=CC=C12)C[C@@H](C=1OC(=NN1)SC1=CC=CC=C1)NC(CC1=CC=C(C=C1)C(F)(F)F)=O (S)-N-(2-(1H-indol-3-yl)-1-(5-(phenylmercapto)-1,3,4-oxadiazol-2-yl)ethyl)-2-(4-(trifluoromethyl)phenyl)acetamide